C(=C)C1=CC2=C(C(C2)=O)C=C1 4-vinylbenzocyclobutenone